CS(=O)(=O)C1=NC(=CC(=N1)C=1C=C(C(=O)N)C=CC1)C(F)(F)F 3-(2-(methylsulfonyl)-6-(trifluoromethyl)pyrimidin-4-yl)benzamide